F\C(=C/C)\C=1C=C(N)C=CC1 (Z)-3-(1-fluoroprop-1-en-1-yl)aniline